3-Chloro-6-((6,7-difluoro-2,3-dihydro-1H-inden-4-yl)oxy)-2-fluoro-N-(pyridin-3-yl)-4-(Trifluoromethyl)benzamide ClC=1C(=C(C(=O)NC=2C=NC=CC2)C(=CC1C(F)(F)F)OC1=C2CCCC2=C(C(=C1)F)F)F